5-chloro-1'-(2-{[8-(3-hydroxyazetidin-1-yl)pyrido[2,3-d]pyridazin-3-yl]oxy}ethyl)-1,2-dihydrospiro[indole-3,4'-piperidin]-2-one ClC=1C=C2C(=CC1)NC(C21CCN(CC1)CCOC1=CC=2C(=C(N=NC2)N2CC(C2)O)N=C1)=O